methyl 6-amino-4-(2-(aminomethyl)-4-fluoro-3-hydroxyphenyl)-7-(3-methoxy-2,6-dimethylphenyl)-2-methyl-7H-pyrrolo[2,3-d]pyrimidine-5-carboxylate NC1=C(C2=C(N=C(N=C2C2=C(C(=C(C=C2)F)O)CN)C)N1C1=C(C(=CC=C1C)OC)C)C(=O)OC